6-(3,5-dimethylisoxazol-4-yl)-4-(3-phenylmorpholino)quinazoline-2-carboxylic acid CC1=NOC(=C1C=1C=C2C(=NC(=NC2=CC1)C(=O)O)N1C(COCC1)C1=CC=CC=C1)C